(S)-2-((4-(4-cyano-3-((4-cyano-2-fluorobenzyl)oxy)-1H-pyrazol-1-yl)piperidin-1-yl)methyl)-1-(oxetan-2-ylmethyl)-1H-benzo[d]imidazole-6-carboxylic acid C(#N)C=1C(=NN(C1)C1CCN(CC1)CC1=NC2=C(N1C[C@H]1OCC1)C=C(C=C2)C(=O)O)OCC2=C(C=C(C=C2)C#N)F